(2-phenyl-1H-pyrrolo[2,3-b]pyridin-5-yl)-(3-pyridinyl)methanone C1(=CC=CC=C1)C1=CC=2C(=NC=C(C2)C(=O)C=2C=NC=CC2)N1